1-[3-(difluoromethyl)-5-nitrophenyl]ethanone FC(C=1C=C(C=C(C1)[N+](=O)[O-])C(C)=O)F